tert-butyl ((6-methylpyrazin-2-yl)methyl)carbamate CC1=CN=CC(=N1)CNC(OC(C)(C)C)=O